C(CC#C)C1=NNC(=NN1)C1=CC(=CC=C1)C(F)(F)F 3-(but-3-yn-1-yl)-6-(3-(trifluoromethyl)phenyl)-1,4-dihydro-1,2,4,5-tetrazine